(tetrahydro-2H-pyran-4-yl)-2H-pyrazolo[4,3-b]Pyridine-5-carboxylic acid methyl ester COC(=O)C=1C=CC=2C(N1)=CN(N2)C2CCOCC2